Cl.NC(C(=O)O)(CC1=CC(=C(C=C1)OC)OC)C D-2-amino-3-(3,4-dimethoxyphenyl)-2-methylpropanoic acid hydrochloride